C1(C=CC=C1)[Hf]N(C)C (cyclopentadienyl)(dimethylamino)hafnium